ClC=1C=C(C=CC1OC)N1C(=NC2=C1C=CC(=C2)C2=CC=CC=C2)C#C[Si](C(C)C)(C(C)C)C(C)C 1-(3-chloro-4-methoxyphenyl)-5-phenyl-2-((triisopropylsilyl)ethynyl)-1H-benzo[d]imidazole